4-chloro-3-(3-pyridinyl)-1H-pyrrolo[2,3-b]Pyridine ClC1=C2C(=NC=C1)NC=C2C=2C=NC=CC2